C(C)(C)(C)C=1N(C(N(C(C1)=O)C=1C(=CC(=C(OC=2C(=NN(C2C)C)SC(C(=O)O)C)C1)Cl)F)=O)C 2-({4-[5-(4-tert-butyl-3-methyl-2,6-dioxo-3,6-dihydropyrimidin-1(2H)-yl)-2-chloro-4-fluorophenoxy]-1,5-dimethyl-1H-pyrazol-3-yl}sulfanyl)propionic acid